NC1=C(C(=NC=N1)OC1=CC(=C(C=C1)NC(=O)NC1=CC(=NN1C1=CC(=CC=C1)OCC)C(C)(C)C)F)C#N 1-(4-((6-amino-5-cyanopyrimidin-4-yl)oxy)-2-fluorophenyl)-3-(3-(tert-butyl)-1-(3-ethoxyphenyl)-1H-pyrazol-5-yl)urea